C(C)(C)(C)OC(=O)N1CCN(CC1)C=1C=NC(=C(C1)F)NC(C1=CC=CC=C1)C1=CC=CC=C1 4-(6-((benzhydryl)amino)-5-fluoropyridin-3-yl)piperazine-1-carboxylic acid tert-butyl ester